6-(2'-((4-hydroxypiperidin-1-yl)methyl)-[1,1'-biphenyl]-4-yl)-2-methyl-1H-benzo[d]imidazole-4-carboxylic acid OC1CCN(CC1)CC1=C(C=CC=C1)C1=CC=C(C=C1)C=1C=C(C2=C(NC(=N2)C)C1)C(=O)O